N-(3-((2-((4-(4-methylpiperazin-1-yl)-2-(trifluoromethyl)phenyl)amino)-5-(trifluoromethyl)pyrimidin-4-yl)amino)propyl)cyclobutanecarboxamide CN1CCN(CC1)C1=CC(=C(C=C1)NC1=NC=C(C(=N1)NCCCNC(=O)C1CCC1)C(F)(F)F)C(F)(F)F